6-(((2R,3R,4S,5S)-3,4-dihydroxy-5-((6-(trifluoromethyl)pyridin-2-yl)oxy)tetrahydro-2H-pyran-2-yl)methoxy)pyridazine-3-carboxylic acid O[C@H]1[C@H](OC[C@@H]([C@H]1O)OC1=NC(=CC=C1)C(F)(F)F)COC1=CC=C(N=N1)C(=O)O